C(#N)C=1C=CC(=C2C=CC=NC12)N1CC2(CC2(C1)C(F)(F)F)C(=O)N 3-(8-cyanoquinolin-5-yl)-5-(trifluoromethyl)-3-azabicyclo[3.1.0]Hexane-1-carboxamide